CN1N=CC=2C1=NC(=NC2N2CCC(CC2)N)N2CCN(CC2)C 1-(1-methyl-6-(4-methylpiperazin-1-yl)-1H-pyrazolo[3,4-d]pyrimidin-4-yl)piperidin-4-amine